C=CC=CCCCCCCCCCCCCCCCCCCCCCCCCCCCCCCCCCCCCCCCCCCCCCCCCCCCCCCCCCCCCCCCCCCCCCCCCCCCCCCCCCCCCCCCCCCCCCCCC hectenen